CC1=CC(=C(C=C1)CO)CO (4-methyl-1,2-phenylene)dimethanol